CC(C)(COP(=O)([O-])OP(=O)([O-])OC[C@@H]1[C@H]([C@H]([C@@H](O1)N2C=NC3=C(N=CN=C32)N)O)OP(=O)([O-])[O-])[C@H](C(=O)NCCC(=O)NCCSC(=O)CCCO)O The molecule is an acyl-CoA(4-) arising from deprotonation of the phosphate and diphosphate OH groups of 4-hydroxybutyryl-CoA; major species at pH 7.3. It is a conjugate base of a 4-hydroxybutyryl-CoA.